rac-(1-(4-bromopyridin-2-yl)-2-methoxyethyl)(methyl)carbamic acid tert-butyl ester C(C)(C)(C)OC(N(C)[C@@H](COC)C1=NC=CC(=C1)Br)=O |r|